2-(1,3-benzodioxol-5-yloxy)-N-phenyl-N-thiazol-2-yl-acetamide O1COC2=C1C=CC(=C2)OCC(=O)N(C=2SC=CN2)C2=CC=CC=C2